(R)-1-(((6-(2-chloro-3-(3-chloro-2-(2-((R)-2-hydroxypropyl)-8-methoxy-1,2,3,4-tetrahydroisoquinolin-6-yl)pyridin-4-yl)phenyl)-2-methoxypyridin-3-yl)methyl)amino)propan-2-ol ClC1=C(C=CC=C1C1=C(C(=NC=C1)C=1C=C2CCN(CC2=C(C1)OC)C[C@@H](C)O)Cl)C1=CC=C(C(=N1)OC)CNC[C@@H](C)O